FC=1C=C2N(CCN(C2=CC1)C(=O)C=1N=CC=2N(C1)C(=CN2)C=2C=CC(=NC2)NC(OC)=O)C methyl N-[5-[6-(6-fluoro-4-methyl-2,3-dihydroquinoxaline-1-carbonyl)imidazo[1,2-a]pyrazin-3-yl]-2-pyridyl]carbamate